CC=1C=C(C=CC1C)N1C(=NC=C(C1=O)C(=O)OC1=CC(CCC1)=O)C1=CC=CC=C1 3-oxo-1-cyclohexen-1-yl 1-(3,4-dimethylphenyl)-1,6-dihydro-6-oxo-2-phenyl-5-pyrimidine-carboxylate